ClC=1C(=C2C(=CC(=CC2=CC1)O)OC=1SC=2N=C(N=C(C2N1)N1CC2CCC(C1)N2)OC[C@]21CCCN1C[C@@H](C2)F)C#C 6-chloro-4-{[7-(3,8-diazabicyclo[3.2.1]octan-3-yl)-5-{[(2R,7aS)-2-fluorotetrahydro-1H-pyrrolizin-7a(5H)-yl]methoxy}[1,3]thiazolo[5,4-d]pyrimidin-2-yl]oxy}-5-ethynylnaphthalen-2-ol